(1R,2R,3S,5R)-2-(2-hydroxyethyl)-6,6-dimethylbicyclo[3.1.1]heptane-2,3-diol OCC[C@]1([C@H]2C([C@@H](C[C@@H]1O)C2)(C)C)O